I(=O)(=O)I iodo-iodate